N[C@@H](CC1=CC=CC=C1)C(=O)OC(=O)OC(CCC)(C)C ethyl(tert-butoxycarbonyl) phenylalaninate